tert-butyl 3-(1-(2,6-bis(benzyloxy)pyridin-3-yl)-3-methyl-2-oxo-2,3-dihydro-1H-benzo[d]imidazol-5-yl)-8-azabicyclo[3.2.1]oct-2-ene-8-carboxylate C(C1=CC=CC=C1)OC1=NC(=CC=C1N1C(N(C2=C1C=CC(=C2)C2=CC1CCC(C2)N1C(=O)OC(C)(C)C)C)=O)OCC1=CC=CC=C1